N\C(=C/C(=O)C1=CC=C(C=C1)Cl)\C1=CC=CC=C1 (2Z)-3-amino-1-(4-chlorophenyl)-3-phenylpropan-2-en-1-one